α,α-divinyl-β-propiolactone C(=C)C1(C(=O)OC1)C=C